1H-pyrazolo[3,4-b]pyridin-5-amine N1N=CC=2C1=NC=C(C2)N